OC1CN(C1)C(=O)O[C@@H]1CC[C@H](CC1)C(N(C1=CC(=CC=C1)C=1N=C(OC1)C1CC1)C[C@@H]1CC[C@H](CC1)C1=NC(=C(C=C1)OC)C#N)=O trans-4-(((trans-4-(6-Cyano-5-methoxy-pyridin-2-yl)cyclohexyl)methyl)(3-(2-cyclopropyloxazol-4-yl)phenyl)carbamoyl)cyclohexyl 3-hydroxyazetidine-1-carboxylate